ethyl (E)-3-(1-(3-(4-methoxyphenyl)-2,4-dioxoimidazolidin-1-yl)-2,3-dihydro-1H-inden-5-yl)acrylate COC1=CC=C(C=C1)N1C(N(CC1=O)C1CCC2=CC(=CC=C12)/C=C/C(=O)OCC)=O